3-(4-cyanophenyl)-4-(4-methoxyphenyl)-5-(3-(4-cyanophenyl)-isoxazolyl)oxadiazoline C(#N)C1=CC=C(C=C1)N1NOC(=C1C1=CC=C(C=C1)OC)C=1C(=NOC1)C1=CC=C(C=C1)C#N